COC1=C(C=C(C=C1OC)N1C=NC(=C1)[N+](=O)[O-])C(C)=O 1-(2,3-Dimethoxy-5-(4-nitro-1H-imidazol-1-yl)phenyl)ethanone